dimethylsiloxymethylchlorosilane C[SiH](OC[SiH2]Cl)C